(Z)-2-(1-(4-acetamidobenzylidene)-5-fluoro-2-methyl-1H-inden-3-yl)acetic acid C(C)(=O)NC1=CC=C(\C=C/2\C(=C(C3=CC(=CC=C23)F)CC(=O)O)C)C=C1